bisfurylacrylamide O1C(=CC=C1)C(=CC(=O)N)C=1OC=CC1